O[C@@H](CC(=O)O)CCCCCCCCC (3R)-3-HYDROXYDODECANOIC ACID